2-chloro-3-methylsulfonyl-N-(1-methyltetrazol-5-yl)-4-(trifluoromethyl)benzamide ClC1=C(C(=O)NC2=NN=NN2C)C=CC(=C1S(=O)(=O)C)C(F)(F)F